C(C1=CC=CC=C1)N([C@H]1CC[C@H](CC1)OCC1(CC1)O)CC1=CC=CC=C1 1-({[cis-4-(dibenzylamino)cyclohexyl]oxy}methyl)cyclopropane-1-ol